ClC=1C=C(C=CC1C=1N(C2=NC=NC(=C2N1)OC1(CC1)C)CC1=C(C=C(C=C1)F)C#N)CC(=O)N 2-(3-chloro-4-(9-(2-cyano-4-fluorobenzyl)-6-(1-methylcyclopropoxy)-9H-purin-8-yl)phenyl)acetamide